FC1=C(CN2N=C(C=C2C(=O)N)C2=NC=CC=N2)C=CC=C1 1-(2-fluorobenzyl)-3-(pyrimidin-2-yl)-1H-pyrazole-5-carboxamide